3-azido-4-cyano-1-(4-methoxyphenyl)-1H-pyrrole-2-carbonyl chloride N(=[N+]=[N-])C1=C(N(C=C1C#N)C1=CC=C(C=C1)OC)C(=O)Cl